[N+](=O)([O-])C1=CC=C(OP(=O)(OC2=CC=C(C=C2)[N+](=O)[O-])N[C@@H](C)C(=O)OC(C)C)C=C1 isopropyl (bis(4-nitrophenoxy) phosphoryl)-L-alaninate